(3S,10S)-7-(4-acryloylpiperazin-1-yl)-10-(2,4-difluorophenyl)-3-(methoxymethyl)-9-(trifluoromethyl)-2,3-dihydro-5H-[1,4]thiazino[2,3,4-ij]quinazolin-5-one C(C=C)(=O)N1CCN(CC1)C1=NC(N2C3=C(C(=C(C=C13)C(F)(F)F)C1=C(C=C(C=C1)F)F)SC[C@@H]2COC)=O